5-[(R)-(1,3-Dimethyl-azetidin-3-yl)-hydroxy-(4-isopropyl-phenyl)-methyl]-3',4',5',6'-tetrahydro-2'H-[3,4]bipyridinyl-1'-carboxylic acid tert-butyl ester C(C)(C)(C)OC(=O)N1CCC(CC1)C=1C=NC=C(C1)[C@](C1=CC=C(C=C1)C(C)C)(O)C1(CN(C1)C)C